O[C@H]1[C@@H](CNCC1)NC(OCC1=CC=CC=C1)=O |r| rac-Benzyl N-[(3R,4R)-4-hydroxypiperidin-3-yl]carbamate